OP(O)OP(O)O.C(C)(C)(C)C=1C=C(C(=CC1)C(C)(C)C)C(O)(C(CO)(CO)CO)C1=CC(=CC=C1C(C)(C)C)C(C)(C)C bis(3,6-di-tert-butylphenyl)pentaerythritol diphosphite